Isocyanuric acid acrylate C(C=C)(=O)O.N1C(=O)NC(=O)NC1=O